C1C=NC=CN=1 p-diazine